3-(3-Aminobenzyl)-7-hydroxy-5-methyl-3,5-dihydro-4H-pyridazino[4,5-b]indol-4-one NC=1C=C(CN2N=CC3=C(N(C=4C=C(C=CC34)O)C)C2=O)C=CC1